FC1=C(C(=CC=C1)O)C1=CC2=C(N=C(NC2=O)C2CN(CC2)C(C=C)=O)C=N1 6-(2-Fluoro-6-hydroxyphenyl)-2-[1-(prop-2-enoyl)pyrrolidin-3-yl]pyrido[3,4-d]pyrimidin-4(3H)-one